CO[Si](CCCSC=1SC=CC1)(OC)OC 2-(3-TRIMETHOXYSILYLPROPYLTHIO)THIOPHENE